(2S)-2-[2-[(2S)-2,6-bis(phenylmethoxycarbonylamino)hexanoyl]hydrazinyl]-3-(3-hydroxy-4-phosphonooxyphenyl)-2-methylpropanoic acid C1(=CC=CC=C1)COC(=O)N[C@H](C(=O)NN[C@](C(=O)O)(CC1=CC(=C(C=C1)OP(=O)(O)O)O)C)CCCCNC(=O)OCC1=CC=CC=C1